2-(4-chlorophenyl)-4-[[4-fluorophenylmethylsulfonyl]oxy]-5-amino-3(2H)-furanone ClC1=CC=C(C=C1)C1OC(=C(C1=O)OS(=O)(=O)CC1=CC=C(C=C1)F)N